6-((8-(5-chloro-benzofuran-2-yl)-2,3-dihydro-4H-pyrido[4,3-b][1,4]thiazin-4-yl)sulfonyl)-2H-benzo[b][1,4]oxazin-3(4H)-one ClC=1C=CC2=C(C=C(O2)C2=CN=CC3=C2SCCN3S(=O)(=O)C3=CC2=C(OCC(N2)=O)C=C3)C1